tert-butyl 2-((3-(2,6-dioxopiperidin-3-yl)-1-methyl-1H-indazol-6-yl)oxy)acetate O=C1NC(CCC1C1=NN(C2=CC(=CC=C12)OCC(=O)OC(C)(C)C)C)=O